ClC=1C(=C(C=CC1)NC1=C(NC2=C1C(NCC2)=O)C2=CC=NC1=CC=C(N=C21)OCC2COC2)OC 3-[(3-chloro-2-methoxyphenyl)amino]-2-[6-(oxetan-3-ylmethoxy)-1,5-naphthyridin-4-yl]-1H,5H,6H,7H-pyrrolo[3,2-c]pyridin-4-one